3-[(5-chloro-1H-indol-2-yl)methyl]-1-{1-[1-(hydroxymethyl)cyclobutanecarbonyl]piperidin-3-yl}-1-methylurea ClC=1C=C2C=C(NC2=CC1)CNC(N(C)C1CN(CCC1)C(=O)C1(CCC1)CO)=O